(R)-1-isoindolin-2-yl-2-amino-3-(2,4-dichlorophenyl)propan-1-one C1N(CC2=CC=CC=C12)C([C@@H](CC1=C(C=C(C=C1)Cl)Cl)N)=O